C(C)(C)N(P(O[C@@H]1[C@H](O[C@H](C1)N1C(NC(C(=C1)C(NCC1=CC=CC=C1)=O)=O)=O)COC(C1=CC=CC=C1)(C1=CC=C(C=C1)OC)C1=CC=C(C=C1)OC)OCCC#N)C(C)C (2R,3S,5R)-5-(5-(benzylcarbamoyl)-2,4-dioxo-3,4-dihydropyrimidin-1(2H)-yl)-2-((bis(4-methoxyphenyl)(phenyl)methoxy)methyl)tetrahydrofuran-3-yl 2-cyanoethyl diisopropylphosphoramidite